N-[5-[6-[[4-fluoro-3-(2-methoxyethoxy)phenyl]-methyl-carbamoyl]imidazo[1,2-a]pyridin-3-yl]-2-pyridyl]carbamate FC1=C(C=C(C=C1)N(C(=O)C=1C=CC=2N(C1)C(=CN2)C=2C=CC(=NC2)NC([O-])=O)C)OCCOC